C(C)(C)(C)OC(=O)N[C@H]1C[C@@H](CCC1)C(=O)NCC1=C(N=CC(=N1)/C=C/CCCCCC(=O)OC(C)(C)C)Cl tert-butyl (E)-8-[6-[[[(1R,3R)-3-(tert-butoxycarbonylamino)cyclohexane-carbonyl]amino]methyl]-5-chloro-pyrazin-2-yl]oct-7-enoate